C(C)(C)(C)C1=NC=C(C(=C1)S(=O)(=O)N)OC 2-(tert-butyl)-5-methoxypyridine-4-sulfonamide